N[C@H](C(=O)O)CC (2S)-2-aminobutyric acid